1-Cyclohexyl-3-(2-morpholinoethyl)carbodiimide C1(CCCCC1)N=C=NCCN1CCOCC1